ClC1=CC=C(C(=N1)N1N=C(C(=C1C)C)C(F)F)C(C)=O 6-chloro-2-[3-(difluoromethyl)-4,5-dimethyl-pyrazol-1-yl]-3-pyridyl-ethanone